4-(1-sec-butyl-7-{[(R)-cyclopropyl(quinolin-3-yl)methyl]amino}-1H-pyrazolo[4,3-d]pyrimidin-5-yl)-N'-cyanopiperazine-1-carboximidamide C(C)(CC)N1N=CC=2N=C(N=C(C21)N[C@@H](C=2C=NC1=CC=CC=C1C2)C2CC2)N2CCN(CC2)C(N)=NC#N